CC1(OC2=C(O1)C=CC(=C2)CCN2N=NC(=C2)C(C)=O)C 1-(1-(2-(2,2-Dimethylbenzo[d][1,3]dioxol-5-yl)ethyl)-1H-1,2,3-triazol-4-yl)ethan-1-one